C(C)(C)(C)N[Si](O[Si](C)(C)C)(O[Si](C)(C)C)O[Si](C)(C)C 3-tert-butylamino-3-(trimethylsilyloxy)-1,1,1,5,5,5-hexamethyltrisiloxane